FC1(CC(C1)C(=O)NC1=NN(C(=C1C1(CCC1)C)C1=CC=C(C=C1)F)C)F 3,3-difluoro-N-(5-(4-fluorophenyl)-1-methyl-4-(1-methylcyclobutyl)-1H-pyrazol-3-yl)cyclobutane-1-carboxamide